C1(CC1)N1[C@H]2CN(C[C@@H]1CC2)C2CCN(CC2)C2=C(C=C(C(=C2)OC)NC2=NC=NC(=C2)N2OCC[C@@H]2CC2=CC(=CC=C2)F)NC(C=C)=O N-(2-(4-((1R,5S)-8-cyclopropyl-3,8-diazabicyclo[3.2.1]octan-3-yl)piperidine-1-yl)-5-((6-((S)-3-(3-fluorobenzyl)isoxazolidine-2-yl)pyrimidine-4-yl)amino)-4-methoxy-phenyl)acrylamide